(3S,4R)-4-((7-(1,3,4-thiadiazol-2-yl)pyrrolo[2,1-f][1,2,4]triazin-2-yl)amino)tetrahydro-2H-pyran-3-ol S1C(=NN=C1)C1=CC=C2C=NC(=NN21)N[C@H]2[C@@H](COCC2)O